C(C1=CC=CC=C1)OC(=O)N1C(CNC(C1)C(N(C)CCCO)=O)CC#N 2-(cyanomethyl)-5-((3-hydroxypropyl)(methyl)carbamoyl)piperazine-1-carboxylic acid benzyl ester